N'-(2-chloro-3-(4-methoxybenzyl)-5-methylphenyl)-N-ethyl-N-methylformimidamide ClC1=C(C=C(C=C1CC1=CC=C(C=C1)OC)C)N=CN(C)CC